2-methyl-4-(4-methylpiperazin-1-yl)aniline CC1=C(N)C=CC(=C1)N1CCN(CC1)C